tert-butyl 6-[3-[1-(1-benzyloxy carbonylazetidin-3-yl)pyrazol-4-yl]-4-(4-fluoro-2-methoxy-phenyl)-6,7-dihydro-5H-cyclopenta[c]pyridin-1-yl]-3,4-dihydro-1H-isoquinoline-2-carboxylate C(C1=CC=CC=C1)OC(=O)N1CC(C1)N1N=CC(=C1)C1=C(C2=C(C(=N1)C=1C=C3CCN(CC3=CC1)C(=O)OC(C)(C)C)CCC2)C2=C(C=C(C=C2)F)OC